(R)-8-(7-(7,8-difluoronaphthalen-1-yl)-8-fluoro-2-(((2R,7aS)-2-fluorotetrahydro-1H-pyrrolizin-7a(5H)-yl)methoxy)pyrido[4,3-d]pyrimidin-4-yl)-6-methyl-2-oxa-5,8-diazaspiro[3.5]nonane FC1=CC=C2C=CC=C(C2=C1F)C1=C(C=2N=C(N=C(C2C=N1)N1C[C@H](NC2(COC2)C1)C)OC[C@]12CCCN2C[C@@H](C1)F)F